3,5,6,7,8,9-hexahydro-4H-pyrimido[5,4-c]Azepin-4-one N1=CNC(C=2CNCCCC21)=O